6-(difluoromethyl)-N-(quinolin-8-yl)pyridine-3-sulfonamide FC(C1=CC=C(C=N1)S(=O)(=O)NC=1C=CC=C2C=CC=NC12)F